COC1=CC=C2C3=C(N(C2=C1)CCCCNC)C(=NC=C3)C 7-methoxy-N,1-dimethyl-9H-pyrido[3,4-b]indol-9-butylamine